3-(4,5-dibromo-2-methyl-3,6-dioxo-pyridazin-1-yl)propanoic acid BrC=1C(N(N(C(C1Br)=O)CCC(=O)O)C)=O